5-(4-acetylpiperazin-1-yl)-N-(4-(2-(hydroxymethyl)phenyl)thiazol-2-yl)pyridylamide C(C)(=O)N1CCN(CC1)C=1C=CC(=NC1)[N-]C=1SC=C(N1)C1=C(C=CC=C1)CO